CN(C)C=NC1SSC(N1)=S 3-((N,N-dimethyl-aminomethylene)amino)-3H-1,2,4-dithiazole-5-thione